C(CCCCCCC)(=O)OCCCCCCCC(=O)OC1=CC(=CC(=C1)CN(C)C)OC(CCCCCCCOC(CCCCCCC)=O)=O (5-((dimethylamino) methyl)-1,3-phenylene) bis(8-(octanoyloxy) octanoate)